COC1=CC=C(C=C1)N1C(N(C2=NC=NC=C12)C=1C=C2C(N=CC2=CC1)=O)=O 7-(4-methoxyphenyl)-9-(3-oxoisoindol-5-yl)-7,9-dihydro-8H-purin-8-one